1-[1-(3-Azetidin-3-yl-5-chloro-4-fluoro-2-methoxyphenyl)ethyl]-3-(difluoromethyl)-1H-pyrazolo[3,4-d]pyrimidin-4-amine Dihydrochloride Cl.Cl.N1CC(C1)C=1C(=C(C=C(C1F)Cl)C(C)N1N=C(C=2C1=NC=NC2N)C(F)F)OC